N1(C=NC=C1)N[C@@H](C)C(=O)C(=O)C1=NC2=C3N=C(C=CC3=CC=C2C=C1)C(=O)C([C@@H](NN1C=NC=C1)C)=O 2,9-bis(N-(1-imidazolyl)alanylcarbonyl)-1,10-phenanthroline